FC1(CN(C1)CC1=CC=C(N=N1)OC1=CC=C(C=C1)C(C)(C)C1=CC=C(OC2CC(C2)NC(OC(C)(C)C)=O)C=C1)F Tert-butyl ((1r,3r)-3-(4-(2-(4-((6-((3,3-difluoroazetidin-1-yl)methyl)pyridazine-3-yl)oxy)phenyl)propan-2-yl)phenoxy)cyclobutyl)carbamate